tert-butyl 2-(1-(4-((2,6-dioxopiperidin-3-yl)amino)-2-fluorophenyl)-4-hydroxyazepan-4-yl)acetate hydrochloride Cl.O=C1NC(CCC1NC1=CC(=C(C=C1)N1CCC(CCC1)(O)CC(=O)OC(C)(C)C)F)=O